tert-butyl 4-(3-(1,2,4-oxadiazol-3-yl)-5-(trifluoromethyl)pyridin-2-yl)piperazine-1-carboxylate O1N=C(N=C1)C=1C(=NC=C(C1)C(F)(F)F)N1CCN(CC1)C(=O)OC(C)(C)C